1-(2-(Cyclopropanesulfonamido)pyrimidin-4-yl)-N-(5-(6-ethoxypyrazin-2-yl)pyridin-2-yl)-4-hydroxycyclohexane-1-carboxamide C1(CC1)S(=O)(=O)NC1=NC=CC(=N1)C1(CCC(CC1)O)C(=O)NC1=NC=C(C=C1)C1=NC(=CN=C1)OCC